5-(azetidine-1-carbonyl)-1-(4-bromophenyl)-3-(trifluoromethyl)pyrazole N1(CCC1)C(=O)C1=CC(=NN1C1=CC=C(C=C1)Br)C(F)(F)F